(3-{[2-(4-chlorophenyl)imidazo[1,2-a]pyridin-3-yl]methyl}-3,8-diazabicyclo[3.2.1]oct-8-yl)-(cyclobutyl)methanone ClC1=CC=C(C=C1)C=1N=C2N(C=CC=C2)C1CN1CC2CCC(C1)N2C(=O)C2CCC2